tert-butyl N-[3-(2-amino-4-chloro-phenyl)propyl]carbamate NC1=C(C=CC(=C1)Cl)CCCNC(OC(C)(C)C)=O